FC1=CC2=C(N(C(=N2)N2C[C@H]([C@@H](CC2)F)N)[C@H](C)C2=CC=C(C=C2)OC(F)(F)F)C=C1F (3R,4R)-1-(5,6-Difluoro-1-((1R)-1-(4-(trifluoromethoxy)phenyl)ethyl)-1H-benzimidazol-2-yl)-4-fluoro-3-piperidinamin